1,1-Dimethylethyl-1-(1-methylethyl)-3-(4-morpholinylmethyl)-1H-pyrazole-5-carboxylate CC(C)(C)OC(=O)C1=CC(=NN1C(C)C)CN1CCOCC1